1-(4-bromophenyl)-2-oxopyrrolidine-3-carboxylic acid BrC1=CC=C(C=C1)N1C(C(CC1)C(=O)O)=O